C(C)N1C(N(C2=NC(=NC=C12)NC1=CC(=C(C(=O)N)C=C1C)F)C1CCOCC1)=O 4-((7-ethyl-8-oxo-9-(tetrahydro-2H-pyran-4-yl)-8,9-dihydro-7H-purin-2-yl)amino)-fluoro-5-methylbenzamide